Cl.CC(CCNCC(F)(F)F)CCCC(CCCC(CCCC(C)C)C)C N-(3,7,11,15-tetramethylhexadecyl)-2,2,2-trifluoroethylamine hydrochloride